O1C=CC=2C=NC=C(C21)N[C@@H]2CN(CC2)CC(=O)N2[C@H]1C[C@H]1C[C@H]2C#N (1S,3S,5S)-2-(2-((S)-3-(furo[3,2-c]pyridin-7-ylamino)pyrrolidin-1-yl)acetyl)-2-azabicyclo[3.1.0]hexane-3-carbonitrile